FC=1C(=C(C=CC1)NC1=C(NC2=C1C(NCC2)=O)C2=C(C=NC=C2)OC[C@@H]2NCCOC2)OC 3-[(3-fluoro-2-methoxyphenyl)amino]-2-{3-[(3R)-morpholin-3-ylmethoxy]pyridin-4-yl}-1H,5H,6H,7H-pyrrolo[3,2-c]pyridin-4-one